FC(C(=O)O)(F)F.NCC(CN1N=CN(C1=O)C1=CC=CC(=N1)C1C(N(C2=CC=CC=C2C1)C)=O)=C(F)F [6-[1-[2-(aminomethyl)-3,3-difluoro-allyl]-5-oxo-1,2,4-triazol-4-yl]-2-pyridinyl]-1-methyl-3,4-dihydroquinolin-2-one trifluoroacetate